O=C1C2=C(N=C(N1)C1=CC=C(C=C1)C1=CC=C(C=C1)C(C)(C)OCCNC(OC)=O)CCSC2 Methyl (2-((2-(4'-(4-oxo-3,5,7,8-tetrahydro-4H-thiopyrano[4,3-d]pyrimidin-2-yl)-[1,1'-biphenyl]-4-yl)propan-2-yl)oxy)ethyl)carbamate